1-phenyl-imidazo[1,5-a]quinoline-3-carbonitrile C1(=CC=CC=C1)C1=NC(=C2N1C1=CC=CC=C1C=C2)C#N